O=C1NCCC[C@H]1CCC(=O)[O-] 3-[(3S)-2-oxo-3-piperidyl]propanoate